FC(=C(CC(C)(C)C)C1=CC=C(C=C1)C1=CC=CC=C1)F 4-(1,1-difluoro-4,4-dimethylpent-1-en-2-yl)-1,1'-biphenyl